C[Si](C#C[C@H](CC)O)(C)C (S)-1-trimethylsilyl-1-pentyn-3-ol